N-(1'-(2-chloro-6-methylpyrimidin-4-yl)-1',2'-dihydrospiro[cyclopropan-1,3'-pyrrolo[3,2-c]pyridin]-6'-yl)acetamide trifluoroacetate FC(C(=O)O)(F)F.ClC1=NC(=CC(=N1)N1CC2(C=3C=NC(=CC31)NC(C)=O)CC2)C